ClC=1C=C(COC(=O)N[C@H](C(=O)N[C@H](C(S(=O)(=O)[O-])O)CCC(=O)N(CCC2=CC=CC=C2)C)CC2CCCCC2)C=CC1.[Na+].C1(=CC=CC=C1)C(=O)[Si](CC)(CC)CC phenyl-(triethylsilyl)methanone sodium (2S)-2-((S)-2-((((3-chlorobenzyl)oxy)carbonyl)amino)-3-cyclohexylpropanamido)-1-hydroxy-5-(methyl(phenethyl)amino)-5-oxopentane-1-sulfonate